Cl.Cl.N[C@H](CC1=C(C2=NC(=CC(=C2S1)NCC=1SC=CN1)Cl)C)CF 2-[(2R)-2-amino-3-fluoropropyl]-5-chloro-3-methyl-N-[(1,3-thiazol-2-yl)methyl]thieno[3,2-b]pyridin-7-amine dihydrochloride